C1(=CC=CC=C1)/N=N/C(C#N)C#N [(E)-phenyldiazenyl]malononitrile